FC=1C(=NC(=NC1)NC1=NC=C(C=N1)CN1CCN(CC1)C)C1=CC2=C(N=C3N2C(CCC3)C)C(=C1)F 5-fluoro-4-(6-fluoro-1-methyl-1,2,3,4-tetrahydrobenzo[4,5]imidazo[1,2-a]pyridin-8-yl)-N-(5-((4-methylpiperazin-1-yl)methyl)pyrimidin-2-yl)pyrimidin-2-amine